CS(=O)(=O)C1=C(C=C(C=C1)CC1CC2(CNC2)C1)C(F)(F)F 6-[[4-methylsulfonyl-3-(trifluoromethyl)phenyl]methyl]-2-azaspiro[3.3]heptan